C(C)(=O)NC1=CC=C(CNC2=CC(=C(C=C2)NC(CCCCCCCCC)=O)N)C=C1 N-(4-((4-acetamidobenzyl)amino)-2-aminophenyl)decanamide